(R)-N-(2-chloro-4-fluoro-3-((5-fluoro-3-methyl-4-oxo-3,4-dihydroquinazolin-6-yl)amino)phenyl)-3-ethylpyrrolidine-1-sulfonamide ClC1=C(C=CC(=C1NC=1C(=C2C(N(C=NC2=CC1)C)=O)F)F)NS(=O)(=O)N1C[C@@H](CC1)CC